6-(1H-indol-3-yl)morpholine-3-one N1C=C(C2=CC=CC=C12)C1OCC(NC1)=O